N-(5-cyano-6-(2H-1,2,3-triazol-2-yl)pyridin-3-yl)-1-(1-methyl-1H-pyrazolo[3,4-b]pyridin-4-yl)-5-(trifluoromethyl)-1H-pyrazole-4-carboxamide C(#N)C=1C=C(C=NC1N1N=CC=N1)NC(=O)C=1C=NN(C1C(F)(F)F)C1=C2C(=NC=C1)N(N=C2)C